1-(4-methylbenzyl)-5,6-diphenyl-pyrazinone CC1=CC=C(CN2C(C=NC(=C2C2=CC=CC=C2)C2=CC=CC=C2)=O)C=C1